[Co].[W].[Ta] tantalum-tungsten-cobalt